4-(hydroxymethyl)-1-methyl-3-(trifluoromethyl)-1H-pyrazol-5-ol sodium [Na].OCC=1C(=NN(C1O)C)C(F)(F)F